[K+].[K+].[K+].[K+].C1=CC(=C2C(=CC=C3C4=CC=C(C=5C(=CC=C(C1=C23)C45)C(=O)[O-])C(=O)[O-])C(=O)[O-])C(=O)[O-] 3,4,9,10-perylenetetracarboxylic acid tetrapotassium salt